ClC=1C(=C(C=CC1OC(F)F)NC=1C2=C(N=CN1)C=CC(=N2)N2CC(C2)NC(OC(C)(C)C)=O)F tert-Butyl (1-(4-((3-chloro-4-(difluoromethoxy)-2-fluorophenyl)amino)pyrido[3,2-d]pyrimidin-6-yl)azetidin-3-yl)carbamate